tert-butyl (R)-(1-(4-(1-isopropyl-4-(trifluoromethyl)-1H-imidazol-2-yl)phenyl)ethyl)carbamate C(C)(C)N1C(=NC(=C1)C(F)(F)F)C1=CC=C(C=C1)[C@@H](C)NC(OC(C)(C)C)=O